ClC=1C(=C(C=CC1)[C@H]1[C@@H](O[C@]([C@H]1C)(C(F)(F)F)C)C1=NC=2C=CN=C(C2C(=C1)OCC1=CC=C(C=C1)OC)C#N)OC 2-((2R,3S,4S,5R)-3-(3-chloro-2-methoxyphenyl)-4,5-dimethyl-5-(trifluoromethyl)tetrahydrofuran-2-yl)-4-((4-methoxybenzyl)oxy)-1,6-naphthyridine-5-carbonitrile